BrC1=CC=C(CCC2=NC=3N(C(N(C(C3N2C)=O)CC#C)=O)CCCCP(OCC)(OCC)=O)C=C1 Diethyl (4-(8-(4-bromophenethyl)-7-methyl-2,6-dioxo-1-(prop-2-yn-1-yl)-1,2,6,7-tetra-hydro-3H-purin-3-yl)butyl)phosphonate